(S)-2-((2-bromo-8,9-dihydropyrido[3',2':4,5]pyrrolo[1,2-a]pyrazin-7(6H)-yl)methyl)-1-((oxetan-2-yl)methyl)-1H-benzo[d]imidazole-6-carboxylic acid tert-butyl ester C(C)(C)(C)OC(=O)C=1C=CC2=C(N(C(=N2)CN2CC=3N(CC2)C2=C(C3)C=CC(=N2)Br)C[C@H]2OCC2)C1